1λ6,2-benzothiazine-1,1-dione S1(NC=CC2=C1C=CC=C2)(=O)=O